N-(5-((R)-1-(((S)-tert-Butylsulfinyl)amino)ethyl)-6-chloropyridazin-3-yl)pivalamide C(C)(C)(C)[S@](=O)N[C@H](C)C=1C=C(N=NC1Cl)NC(C(C)(C)C)=O